ClC=1C=C2C(C(=CN(C2=CC1N1[C@H](CCC1)COC1=NC=CC=C1Cl)C=1C(=NN(C1)C)C)C(=O)O)=O (R)-6-chloro-7-(2-(((3-chloropyridin-2-yl)oxy)methyl)pyrrolidin-1-yl)-1-(1,3-dimethyl-1H-pyrazol-4-yl)-4-oxo-1,4-dihydro-quinoline-3-carboxylic acid